OC1=C(C=C(C=C1)C(CC(=O)O)(C)C1=CC(=C(C=C1)O)C(C)(C)C)C(C)(C)C 3,3-bis(4-hydroxy-3-t-butylphenyl)butyric acid